1-methyl-N-(6-(2-(methylamino)thiazol-5-yl)isoquinolin-3-yl)piperidine-4-carboxamide CN1CCC(CC1)C(=O)NC=1N=CC2=CC=C(C=C2C1)C1=CN=C(S1)NC